[N+](=O)([O-])C1=CC=C(C=C1)OS(NCC)(=O)=O n-ethyl-sulfamic acid 4-nitrophenyl ester